C(=O)C=1C(=NN(C1)C1OCCCC1)[C@@H]1[C@@H](N(CCC1)C(=O)OC)CO[C@@H]1CC[C@@H](CC1)C1=CC=CC=C1 methyl cis-3-(4-formyl-1-(tetrahydro-2H-pyran-2-yl)-1H-pyrazol-3-yl)-2-((((CIS)-4-phenylcyclohexyl)oxy)methyl)piperidine-1-carboxylate